4-[4-cyano-2-methyl-6-(1-methylpyrazol-4-yl)indazol-3-yl]-2-(difluoromethoxy)-6-methoxybenzamide C(#N)C=1C2=C(N(N=C2C=C(C1)C=1C=NN(C1)C)C)C1=CC(=C(C(=O)N)C(=C1)OC)OC(F)F